1,3-bis(3-((1,1-diphenylethyl)thio)propyl)-1,1,3,3-tetraethoxydisiloxan C1(=CC=CC=C1)C(C)(C1=CC=CC=C1)SCCC[Si](O[Si](OCC)(OCC)CCCSC(C)(C1=CC=CC=C1)C1=CC=CC=C1)(OCC)OCC